3-(1,1,1-trifluoro-2-methylpropan-2-yl)pyrrolidine FC(C(C)(C)C1CNCC1)(F)F